C1=CC=CC=2C3=CC=CC=C3N(C12)C=1C=CC=2N(C3=CC=C(C=C3C2C1)N1C2=CC=CC=C2C=2C=CC=CC12)C1=CC=CC=C1 3,6-di(9H-carbazol-9-yl)-9-phenyl-9H-carbazole